N(=[N+]=[N-])CCOCCOCCNC(=O)C1=CC=2CC3=CC=CC=C3C2C=C1 2-((2-(2-(2-azidoethoxy)ethoxy)ethyl)carbamoyl)-9H-fluoren